O=[O+][O-] E-ozone